C(C1=CC=CC=C1)OC=1C(C(=CN2N3[C@H](C=C[C@@H](N(C(C21)=O)C3)C)CC)C(=O)NCC3=C(C=C(C=C3F)F)F)=O (1S,2S,5S)-8-(benzyloxy)-2-ethyl-5-methyl-7,9-dioxo-N-(2,4,6-trifluorobenzyl)-2,5,7,9-tetrahydro-1,6-methanopyrido[1,2-b][1,2,5]triazonine-10-carboxamide